ClC=1C=CC(=C(C1)C1=CC=C(C=C1)C[C@@H]1C[C@](C(N1C(=O)OC(C)(C)C)=O)(COC1OCCCC1)C)F (3S,5R)-tert-butyl 5-((5'-chloro-2'-fluoro-[1,1'-biphenyl]-4-yl)methyl)-3-methyl-2-oxo-3-(((tetrahydro-2H-pyran-2-yl)oxy)methyl)pyrrolidine-1-carboxylate